C(C)OP(OCC)(=O)CC1=C(N=NN1C1=C(C=CC=C1Cl)Cl)C1CC1 ((4-cyclopropyl-1-(2,6-dichlorophenyl)-1H-1,2,3-triazol-5-yl)methyl)phosphonic acid diethyl ester